4-(benzo[d]oxazol-2(3H)-on-5-yl)-N2-(1H-indazol-6-yl)-5-methylpyrimidine-2,4-diamine O1C(NC2=C1C=CC(=C2)C2(NC(=NC=C2C)NC2=CC=C1C=NNC1=C2)N)=O